tert-butyl N-[(5S)-5-(9H-fluoren-9-ylmethoxycarbonylamino)-6-[2-hydroxyethyl-[4-(2,2,2-trifluoroethoxy)-1H-pyrrolo[3,2-c]pyridine-2-carbonyl]amino]hexyl]-N-methyl-carbamate C1=CC=CC=2C3=CC=CC=C3C(C12)COC(=O)N[C@@H](CCCCN(C(OC(C)(C)C)=O)C)CN(C(=O)C1=CC=2C(=NC=CC2N1)OCC(F)(F)F)CCO